1-[(2S)-2-{3-[3-(tributylstannyl)imidazo[1,2-b]pyridazin-6-yl]phenoxy}propyl]-1H-tetrazole C(CCC)[Sn](C1=CN=C2N1N=C(C=C2)C=2C=C(O[C@H](CN1N=NN=C1)C)C=CC2)(CCCC)CCCC